FC1=C(N=C(C2=C1N=C(N=C2)SC)NCCC=2C=C(C=CC2)S(=O)(=O)O)C2=CC=CC1=CC=C(C(=C21)C#C[Si](C(C)C)(C(C)C)C(C)C)F 3-(2-((8-fluoro-7-(7-fluoro-8-((triisopropylsilyl)ethynyl)naphthalen-1-yl)-2-(methylthio)pyrido[4,3-d]pyrimidin-5-yl)amino)ethyl)benzenesulfonic acid